N-((3R,4S)-4-((6-(2,6-dichloro-3,5-dimethoxyphenyl)-8-(3,6-dihydro-2H-pyran-4-yl)pyrido[3,4-d]pyrimidin-2-yl)amino)tetrahydrofuran-3-yl)acrylamide ClC1=C(C(=C(C=C1OC)OC)Cl)C1=CC2=C(N=C(N=C2)N[C@H]2[C@H](COC2)NC(C=C)=O)C(=N1)C=1CCOCC1